4-(4-(cyclopentanecarbonyl)piperazin-1-yl)-1-(5-(difluoromethyl)-1,3,4-thiadiazol-2-yl)-N-(3-(fluoromethyl)oxetan-3-yl)-1H-indazole-6-sulfonamide C1(CCCC1)C(=O)N1CCN(CC1)C1=C2C=NN(C2=CC(=C1)S(=O)(=O)NC1(COC1)CF)C=1SC(=NN1)C(F)F